(R)-2-ethylpiperidine-2-carboxylic acid C(C)[C@]1(NCCCC1)C(=O)O